4-chloro-7-(8-chloro-7-fluoronaphthalen-1-yl)-8-fluoro-2-(((2S,7aR)-2-fluorohexahydro-1H-pyrrolizin-7a-yl)methoxy)pyrido[4,3-d]pyrimidine ClC=1C2=C(N=C(N1)OC[C@@]13CCCN3C[C@H](C1)F)C(=C(N=C2)C2=CC=CC1=CC=C(C(=C21)Cl)F)F